FCCN1C(C=2C=CC=C(C2C=C1)S(=O)(=O)Cl)=O 2-(2-fluoroethyl)-1-oxo-isoquinoline-5-sulfonyl chloride